C(C=C)OCC(CO)O 3-(allyloxy)-1,2-propanediol